7-(8-ethylnaphthalen-1-yl)-2-((hexahydro-1H-pyrrolizin-7a-yl)methoxy)-5,6,7,8-tetrahydropyrido[3,4-d]pyrimidine-4-carboxylic acid C(C)C=1C=CC=C2C=CC=C(C12)N1CC=2N=C(N=C(C2CC1)C(=O)O)OCC12CCCN2CCC1